benzyl (R)-((3-fluorotetrahydro-2H-pyran-3-yl)methyl)carbamate F[C@@]1(COCCC1)CNC(OCC1=CC=CC=C1)=O